(2S,3R)-1-(4-methoxyphenyl)-2-(2-methylprop-1-en-1-yl)-4-oxoazetidin-3-yl acetate C(C)(=O)O[C@@H]1[C@@H](N(C1=O)C1=CC=C(C=C1)OC)C=C(C)C